6-(4-((6R,9aS)-8-acryloyloctahydropyrazino[2,1-c][1,4]oxazin-6-yl)-6-chloropyridin-2-yl)-N-methylpyrimidine-4-carboxamide C(C=C)(=O)N1C[C@H]2COCCN2[C@@H](C1)C1=CC(=NC(=C1)Cl)C1=CC(=NC=N1)C(=O)NC